BrC=1C(=NC(=NC1)N)NC1=CC(=C(C=C1)OC1=CC2=C(N(C=N2)C)C=C1)C 5-bromo-N4-(3-methyl-4-((1-methyl-1H-benzimidazol-5-yl)oxy)phenyl)pyrimidine-2,4-diamine